[Br-].[Br-].C(CCC)C1(C=CC=C1)[Zr+2]C1(C=CC=C1)CCCC bis(butylcyclopentadienyl)zirconium dibromide